ClC1=C(C=CC(=C1)F)N(C(CNC1=NC(=CC(=C1C#N)C(F)(F)F)C(F)(F)F)=O)C N-(2-chloro-4-fluorophenyl)-2-((3-cyano-4,6-bis(trifluoromethyl)pyridin-2-yl)amino)-N-methylacetamide